(E)-N-(4-chlorophenyl)-4-((2-isonicotinoylhydrazono)methyl)benzamide ClC1=CC=C(C=C1)NC(C1=CC=C(C=C1)/C=N/NC(C1=CC=NC=C1)=O)=O